7-[6-(2-chloro-4-fluoro-5-methoxy-phenyl)-2,4-dioxo-1H-thieno[3,2-d]pyrimidin-3-yl]thieno[3,2-c]pyridine-2-carbonitrile ClC1=C(C=C(C(=C1)F)OC)C1=CC=2NC(N(C(C2S1)=O)C=1C2=C(C=NC1)C=C(S2)C#N)=O